2-(4'-fluorophenyl)-phenol FC1=CC=C(C=C1)C1=C(C=CC=C1)O